(R,E)-N-(4-((4-([1,2,4]triazolo[1,5-a]pyridin-7-yloxy)-5-chloro-2-methoxyphenyl)amino)-7-methoxyquinazolin-6-yl)-3-(1-methylpyrrolidin-2-yl)acrylamide N=1C=NN2C1C=C(C=C2)OC2=CC(=C(C=C2Cl)NC2=NC=NC1=CC(=C(C=C21)NC(\C=C\[C@@H]2N(CCC2)C)=O)OC)OC